Diphenyltetraethoxydisilan C1(=CC=CC=C1)[Si]([Si](OCC)(OCC)OCC)(OCC)C1=CC=CC=C1